BrC1=CC(=C(O[C@H](C(=O)O)CC#C)C=C1)C(C)(F)F (S)-2-[4-bromo-2-(1,1-difluoroethyl)phenoxy]-4-pentynoic acid